BrC=1C=C(C(=C2CNC(C12)=O)NS(=O)(=O)C1=CC(=CC=C1)C#CC1=NOC=C1)Cl N-(7-bromo-5-chloro-1-oxoisoindolin-4-yl)-3-(isoxazol-3-ylethynyl)benzenesulfonamide